COC=1C=C(C=CC1OC)C1=CC=2C=NC(=CC2N1C)C1=CC=C(C=C1)N1CCN(CC1)C(C)=O 1-(4-(4-(2-(3,4-Dimethoxyphenyl)-1-methyl-1H-pyrrolo[3,2-c]pyridin-6-yl)phenyl)piperazin-1-yl)ethan-1-on